FC(C)(F)C=1C=C(C=2N(C1)C=C(N2)[C@@H](C)N[S@](=O)C(C)(C)C)N2C(N(C(C2)=O)C)=O (R)-N-((R)-1-(6-(1,1-difluoroethyl)-8-(3-methyl-2,4-dioxoimidazolidin-1-yl)imidazo[1,2-a]pyridin-2-yl)ethyl)-2-methylpropane-2-sulfinamide